N1=NC=NC2=C1C=CN=C2 pyrido[3,4-e][1,2,4]triazine